Z-pregnenone CC(C1=CC[C@H]2[C@@H]3CCC4CCCC[C@]4(C)[C@H]3CC[C@]12C)=O